C1(CC1)C1=C(C=CC(=C1)OC)C=1N(C(C2=C(N1)SC1=C2C=CC(=C1O)C1=CC=CC=C1)=O)CC1=CN=CO1 2-(2-cyclopropyl-4-methoxyphenyl)-8-hydroxy-3-(oxazol-5-ylmethyl)-7-phenylbenzo[4,5]thieno[2,3-d]pyrimidin-4(3H)-one